C(C)(=O)ONC(C)=O cis-acetamido acetate